(S)-Ethyl 2-(2-(3-(5-(((S)-1-Cyclopropylethyl)Carbamoyl)-4H-1,2,4-Triazol-3-Yl)Phenyl)Oxazole-5-Carboxamido)-3-Methylbutanoate C1(CC1)[C@H](C)NC(=O)C=1NC(=NN1)C=1C=C(C=CC1)C=1OC(=CN1)C(=O)N[C@H](C(=O)OCC)C(C)C